FS(CC(C1=CC=CC=C1)(C1=CC=CC=C1)OC)(F)(F)(F)F Pentafluoro-(2-methoxy-2,2-diphenylethyl)-λ6-sulfan